N-butyl-pyridine tetrafluoroborate salt F[B-](F)(F)F.C(CCC)N1CC=CC=C1